N[C@@H](CCC(=O)O)C(=O)O.N[C@@H](CCCCN)C(=O)O lysine-glutamate salt